The molecule is an acyl-CoA oxoanion that is the pentaanion of 3-oxooctanedioyl-CoA, arising from deprotonation of phosphate, diphosphate and carboxylic acid functions; major species at pH 7.3. It is a conjugate base of a 3-oxooctanedioyl-CoA. CC(C)(COP(=O)([O-])OP(=O)([O-])OC[C@@H]1[C@H]([C@H]([C@@H](O1)N2C=NC3=C(N=CN=C32)N)O)OP(=O)([O-])[O-])[C@H](C(=O)NCCC(=O)NCCSC(=O)CC(=O)CCCCC(=O)[O-])O